2-cyclopropyl-3,5-difluorobenzaldehyde C1(CC1)C1=C(C=O)C=C(C=C1F)F